6,6-difluorobicyclo[3.1.0]hexan-3-yl benzoate C(C1=CC=CC=C1)(=O)OC1CC2C(C2C1)(F)F